NC1=NC=2C=CC(=CC2C2=C1C=NN2C)C(=O)N(C)[C@@H]2COCC1=C2C=CC(=C1)Br 4-amino-N-((4S)-7-bromo-3,4-dihydro-1H-2-benzopyran-4-yl)-N,1-dimethyl-1H-pyrazolo[4,3-c]quinoline-8-carboxamide